CC=1C=C2C(N(C(=NC2=C(C1)C(C)NC1=C(C(=O)O)C=CC=C1)N1CCOCC1)CC(F)(F)F)=O 2-[1-[6-methyl-2-morpholino-4-oxo-3-(2,2,2-trifluoroethyl)quinazolin-8-yl]ethylamino]benzoic acid